(2R,4S)-4-hydroxy-1-[(2S)-2-[4-[4-hydroxy-4-(2-pyridyl)butyl]triazol-1-yl]-3,3-dimethyl-butanoyl]-N-methyl-pyrrolidine-2-carboxamide O[C@H]1C[C@@H](N(C1)C([C@H](C(C)(C)C)N1N=NC(=C1)CCCC(C1=NC=CC=C1)O)=O)C(=O)NC